2-acetamido-N-(4-phenylthiazol-2-yl)benzamide C(C)(=O)NC1=C(C(=O)NC=2SC=C(N2)C2=CC=CC=C2)C=CC=C1